C(#N)C1=CC=C(C=C1)C1CCN(CC1)C(=O)C=1C(=CC(=C(C1)C1=NC2=C(CN(CC2)C(=O)OC(C)(C)C)N1)C1CCC1)C tert-Butyl 2-(5-(4-(4-cyanophenyl)piperidine-1-carbonyl)-2-cyclobutyl-4-methylphenyl)-6,7-dihydro-3H-imidazo[4,5-c]pyridine-5(4H)-carboxylate